COCCN1N=CC(=C1)C1=C(C(=O)O)C=CC=C1 2-[1-(2-methoxyethyl)-1H-pyrazol-4-yl]benzoic acid